1-[((3S)-6-ethoxy-3-methyl-3,4-dihydronaphthalen-2-yl)methyl]-3-fluoroazetidine-3-carboxylic acid C(C)OC=1C=C2C[C@@H](C(=CC2=CC1)CN1CC(C1)(C(=O)O)F)C